4-[[3-fluoro-2-methoxy-propyl]-[4-(5,6,7,8-tetrahydro-1,8-naphthyridin-2-yl)butyl]amino]-2-[[4-methylisochromane-4-carbonyl]amino]butanoic acid FCC(CN(CCC(C(=O)O)NC(=O)C1(COCC2=CC=CC=C12)C)CCCCC1=NC=2NCCCC2C=C1)OC